ClC1=CC=C(C=C1)N1CC(N(CC1)CC=1C=C(C=CC1C(F)(F)F)N1CCN(CCC1)C)C 1-(3-((4-(4-chlorophenyl)-2-methylpiperazin-1-yl)methyl)-4-(trifluoromethyl)phenyl)-4-methyl-1,4-diazepane